FC1=C(C=CC(=C1F)OC)C1=CN=C2N1C=CN=C2NC2=CC(=C(C(=O)N1CCN(CC1)C(C(CCC(=O)O)NC([C@@H](CCCCN)N)=O)=O)C=C2)C |r| 5-[4-[4-[[3-(2,3-difluoro-4-methoxyphenyl)imidazo[1,2-a]pyrazin-8-yl]amino]-2-methylbenzoyl]piperazin-1-yl]-5-oxo-4-[[rac-(2R)-2,6-diaminohexanoyl]amino]pentanoic acid